CN1C2=C(OC[C@@H](C1=O)NC(OC(C)(C)C)=O)C=CC=N2 (S)-tert-butyl (5-methyl-4-oxo-2,3,4,5-tetrahydropyrido[3,2-b][1,4]oxazepin-3-yl)carbamate